N-[6-oxo-1-[2-oxo-2-(1H-pyrrolo[3,2-c]pyridin-2-ylmethylamino)ethyl]-2-[4-(2-pyridylmethoxy)phenyl]pyrimidin-5-yl]-4-phenyl-benzamide O=C1C(=CN=C(N1CC(NCC1=CC=2C=NC=CC2N1)=O)C1=CC=C(C=C1)OCC1=NC=CC=C1)NC(C1=CC=C(C=C1)C1=CC=CC=C1)=O